FC(C(=O)O)(F)F.C1N(CCC12CNCC2)C2=CC=C(C=C2)C2=CC1=C(N(C(N1C)=O)C1C(NC(CC1)=O)=O)C=C2 3-[5-(4-{2,7-Diazaspiro[4.4]nonan-2-yl}phenyl)-3-methyl-2-oxo-1,3-benzodiazol-1-yl]piperidine-2,6-dione trifluoroacetate